1-[6-((S)-3-Methyl-pyrrolidin-1-yl)-pyridin-3-ylmethyl]-1H-pyrazole-4-carboxylic acid ((R)-2-amino-6,7-dihydro-5H-[1]pyrindin-5-yl)-amide NC1=NC=2CC[C@H](C2C=C1)NC(=O)C=1C=NN(C1)CC=1C=NC(=CC1)N1C[C@H](CC1)C